NC1=C(C2=C(N=C(N=C2)C2=CC=C(C=C2)F)N1C1=C(C(=CC=C1C)OC)C)C(=O)N 6-amino-2-(4-fluorophenyl)-7-(3-methoxy-2,6-dimethyl-phenyl)pyrrolo[2,3-d]pyrimidine-5-carboxamide